ClC=1C=C2CCN(CC2=CN1)C(=O)C1CC1 (6-chloro-3,4-dihydro-2,7-naphthyridin-2(1H)-yl)(cyclopropyl)methanone